ethylene glycol mono[2-(diethylamino) ethyl] ether C(C)N(CCOCCO)CC